3-[[dimethyl-(vinyl)silyl]oxy]-1,1,5,5-tetramethyl-3-phenyl-1,5-divinyltrisiloxane C[Si](O[Si](O[Si](C=C)(C)C)(O[Si](C=C)(C)C)C1=CC=CC=C1)(C=C)C